4-{2,8-dimethylimidazo[1,2-b]pyridazin-6-yl}-2-methyl-N-(piperidin-4-yl)indazole-7-carboxamide CC=1N=C2N(N=C(C=C2C)C=2C3=CN(N=C3C(=CC2)C(=O)NC2CCNCC2)C)C1